OCCCNC1CCC2=C(N(C1=O)C1=CC=C(C=C1)C(F)(F)F)C=CC=C2 3-((3-hydroxypropyl)amino)-1-(4-(trifluoromethyl)phenyl)-1,3,4,5-tetrahydro-2H-benzo[b]azepin-2-one